C(C(=C)C)(=O)OCCC(=O)O.C(C(=C)C)(=O)OCCC(=O)O.[Zn] zinc bis(3-methacryloxypropionic acid)